butyl-2,5-cyclohexadien-1-one C(CCC)C=1C(C=CCC1)=O